tri(n-butyl)ammonium tetrakis(2,3,4,6-tetrafluoro-phenyl)borate FC1=C(C(=CC(=C1F)F)F)[B-](C1=C(C(=C(C=C1F)F)F)F)(C1=C(C(=C(C=C1F)F)F)F)C1=C(C(=C(C=C1F)F)F)F.C(CCC)[NH+](CCCC)CCCC